ClC1=C(C(=CC=C1C1CC1)Cl)[C@@H](C)N1N=NC=2C1=NC(=CN2)C2=C(C=CC=C2)C(C(=O)O)C 2-(2-(1-((R)-1-(2,6-dichloro-3-cyclopropylphenyl)ethyl)-1H-[1,2,3]triazolo[4,5-b]pyrazin-6-yl)phenyl)propanoic acid